FC1=C(C(=CC=C1)F)CC(=O)OC methyl 2,6-difluorophenylacetate